2-(hydroxymethylene)-5-(2-hydroxyphenyl)cyclohexane-1,3-dione OC=C1C(CC(CC1=O)C1=C(C=CC=C1)O)=O